OC1=CC=C(C=C1)C1C(NC(NC1=O)=O)=O 5-(4-hydroxyphenyl)hexahydropyrimidine-2,4,6-trione